IC1=CN(C2=CC=C(C=C12)C(=O)O)C 3-iodo-1-methyl-1H-indole-5-carboxylic acid